ethyl 3-((4-pentyl-6-(1H-pyrazol-1-yl)-1,3,5-triazin-2-yl)amino)propanoate C(CCCC)C1=NC(=NC(=N1)N1N=CC=C1)NCCC(=O)OCC